(R)-2-(4-oxo-4H-chromen-3-yl)-2-phenylacetic acid ethyl ester C(C)OC([C@H](C1=CC=CC=C1)C1=COC2=CC=CC=C2C1=O)=O